C1=CN(C=C2C=CC=3C(=C12)C=CC=CC=CC=CC=CC=NN=NN3)C(=O)N tetraazacycloheptadecino[16,17-f]isoquinoline-3-carboxamide